2-(1-hydroxynaphthalene-2-yl)-4(s)-ethylimidazole OC1=C(C=CC2=CC=CC=C12)C=1NC=C(N1)CC